(R)-N-((S)-1'-(6-((2-amino-3-cyclopropylpyridin-4-yl)thio)-1,2,4-triazin-3-yl)-1,3-dihydrospiro[inden-2,4'-piperidin]-1-yl)-2-methylpropan-2-sulfinamide NC1=NC=CC(=C1C1CC1)SC1=CN=C(N=N1)N1CCC2(CC1)[C@@H](C1=CC=CC=C1C2)N[S@](=O)C(C)(C)C